BrC=1C=C2C(=NC=NN2C1)N1CCC(=CC1)C1=NC=C(C=N1)\C(=N\[S@@](=O)C(C)(C)C)\C1=CC=C(C=C1)F (S,E)-N-((2-(1-(6-bromopyrrolo[2,1-f][1,2,4]triazin-4-yl)-1,2,3,6-tetrahydropyridin-4-yl)pyrimidin-5-yl)(4-fluorophenyl)methylene)-2-methylpropane-2-sulfinamide